ClC=1N=C(C2=C(N1)C(=CS2)C=2CCOCC2)N2[C@@H](COCC2)C (R)-4-(2-chloro-7-(3,6-dihydro-2H-pyran-4-yl)thieno[3,2-d]Pyrimidin-4-yl)-3-methylmorpholine